N-[3-methyl-1-[2-[(1-methylpyrazol-4-yl)amino]pyrimidin-4-yl]indol-5-yl]prop-2-enamide CC1=CN(C2=CC=C(C=C12)NC(C=C)=O)C1=NC(=NC=C1)NC=1C=NN(C1)C